C1(CC1)C=1C(=C(OC=2N=NC3=CC=CC=C3C2C2=NOC[C@H](N2)CC2=C(C=C(C=C2)C)C)C=CC1)F |r| 3-(3-cyclopropyl-2-fluorophenoxy)-4-[(5RS)-5-(2,4-dimethylbenzyl)-5,6-dihydro-4H-1,2,4-oxadiazin-3-yl]cinnoline